ClC=1C=C(C=C(C1)Cl)C1=CC(=CC(=C1)OC=1C=NC(=NC1)N1CCN(CC1)CCS(=O)(=O)C)CN1CCC(CC1)CNC(C)=O N-((1-((3',5'-dichloro-5-((2-(4-(2-(methylsulfonyl)ethyl)piperazin-1-yl)pyrimidin-5-yl)oxy)-[1,1'-biphenyl]-3-yl)methyl)piperidin-4-yl)methyl)acetamide